CN(S(=O)(=O)C1=CC(=C(C=C1)S(=O)(=O)Cl)[N+](=O)[O-])C 4-(N,N-dimethylsulfamoyl)-2-nitrobenzene-1-sulfonyl chloride